N-octanoyl-proline C(CCCCCCC)(=O)N1[C@@H](CCC1)C(=O)O